tert-butyl 4-((4-(2-(((tert-butyldimethylsilyl) oxy) methyl)-4-(trifluoromethyl) thiazol-5-yl)-5-fluoropyrimidin-2-yl) amino)-2-methylpiperidine-1-carboxylate [Si](C)(C)(C(C)(C)C)OCC=1SC(=C(N1)C(F)(F)F)C1=NC(=NC=C1F)NC1CC(N(CC1)C(=O)OC(C)(C)C)C